C(C)(C)(C)OC(=O)NC1=C(C=C(C=N1)NC(C(=O)N1[C@H](CC[C@@H](C1)C)C1=CCN(CC1)C(=O)OCC1=CC=CC=C1)=O)C |r| rac-benzyl 4-((2R,5S)-1-(2-((6-((tert-butoxycarbonyl) amino)-5-methylpyridin-3-yl) amino)-2-oxoacetyl)-5-methylpiperidin-2-yl)-5,6-dihydropyridine-1(2H)-carboxylate